[Na+].C(=CCCCCCCCCCC)S(=O)(=O)[O-] dodecene-1-sulfonic acid, sodium salt